5,8-dihydro-8,8-dimethylindeno[1,2-C]carbazole CC1(C=CC=C2C=C3C(C=CC=4NC5=CC=CC=C5C34)=C12)C